(rac)-3-(2-methoxyphenyl)-N-(5-((1-phenoxypropan-2-yl)oxy)-1,3,4-thiadiazol-2-yl)isonicotinamide COC1=C(C=CC=C1)C1=C(C(=O)NC=2SC(=NN2)O[C@@H](COC2=CC=CC=C2)C)C=CN=C1 |r|